methyl-pentanediol dipivalate C(C(C)(C)C)(=O)OC(CCCC)(OC(C(C)(C)C)=O)C